COC(C1=C(C(=CC=C1)C)[N+](=O)[O-])=O 2-nitro-3-methylbenzoic acid methyl ester